4-(thiazol-5-yl)-1H-1,2,3-triazol S1C=NC=C1C=1N=NNC1